4-(6-(4-phenyl-1H-imidazol-1-yl)-2-(2-(pyridin-2-yl)ethoxy)pyrimidin-4-yl)morpholine C1(=CC=CC=C1)C=1N=CN(C1)C1=CC(=NC(=N1)OCCC1=NC=CC=C1)N1CCOCC1